BrC=1C=C(C(N(C1)C)=O)NC1=NC=C(C=C1)C(=O)N1CCOCC1 5-bromo-1-methyl-3-((5-(morpholine-4-carbonyl)pyridin-2-yl)amino)pyridin-2(1H)-one